C(ON1C(CCC1=O)=O)(ON1C(CCC1=O)=O)=O Di(Succinimidyl) Carbonate